(2-hydroxyethyl)Trimethylphosphonium bromide [Br-].OCC[P+](C)(C)C